[8-(1-hexylheptoxy)-7,7-dimethyl-8-oxo-octyl] (2S,4S)-1-(5,5-dimethyl-6-oxo-6-undecoxy-hexyl)-4-prop-2-enoyloxy-pyrrolidine-2-carboxylate CC(CCCCN1[C@@H](C[C@@H](C1)OC(C=C)=O)C(=O)OCCCCCCC(C(=O)OC(CCCCCC)CCCCCC)(C)C)(C(OCCCCCCCCCCC)=O)C